1-[4-(difluoromethyl)-3,5-diethoxyphenyl]ethan-1-one FC(C1=C(C=C(C=C1OCC)C(C)=O)OCC)F